(R)-2-(3-(2-fluoro-1-(4-methyl-4H-1,2,4-triazol-3-yl)propan-2-yl)phenyl)-4-(trifluoromethyl)isoindolin-1-one F[C@@](CC1=NN=CN1C)(C)C=1C=C(C=CC1)N1C(C2=CC=CC(=C2C1)C(F)(F)F)=O